5-[2-methyl-4-[(3S)-1-methylpyrrolidin-3-yl]oxy-pyrazol-3-yl]-N-[5-(trifluoromethyl)pyridazin-3-yl]pyrazolo[1,5-a]pyridin-2-amine CN1N=CC(=C1C1=CC=2N(C=C1)N=C(C2)NC=2N=NC=C(C2)C(F)(F)F)O[C@@H]2CN(CC2)C